ClC=1C(=C(C(=CC1)OC(F)F)C=1C=CC(=[N+](C1)[O-])[C@H](C(=O)NC1=CC=C(C(=O)O)C=C1)CC1CCCC1)F |o1:18| (R)- or (S)-4-[(2-{5-[3-chloro-6-(difluoromethoxy)-2-fluorophenyl]-1-oxidopyridin-2-yl}-3-cyclopentylpropanoyl)amino]benzoic acid